O[C@@]1([C@@H](CC[C@H](C1)C)C(C)C)C(=O)NC[C@@H](C1=CC=CC=C1)O (1s,2s,5R)-1-hydroxy-N-((2R)-2-hydroxy-2-phenylethyl)-2-isopropyl-5-methylcyclohexane-1-carboxamide